6-chloro-3-cyclopropylpyridazin-4-amine ClC1=CC(=C(N=N1)C1CC1)N